tert-butyl ((1r,4r)-4-(6-carbamoyl-1-(naphthalen-1-yl)-1H-indole-2-carboxamido)cyclohexyl)carbamate C(N)(=O)C1=CC=C2C=C(N(C2=C1)C1=CC=CC2=CC=CC=C12)C(=O)NC1CCC(CC1)NC(OC(C)(C)C)=O